N-octylnonane-1,9-diamine C(CCCCCCC)NCCCCCCCCCN